C1(CC1)CCC(=O)NC(C(=O)O)CCN(CCCCC1=NC=2NCCCC2C=C1)C1CC1 2-(3-cyclopropylpropanoylamino)-4-[cyclopropyl-[4-(5,6,7,8-tetrahydro-1,8-naphthyridin-2-yl)butyl]amino]butanoic acid